CC1=C(C=C(C=C1)C=1C=NC(=CC1)NC(=O)N1CCN(CC1)C)N(C=1SC=C(N1)C(=O)OCC)CCC Ethyl 2-((2-methyl-5-(6-(4-methylpiperazine-1-carboxamido)pyridin-3-yl)phenyl)(propyl)amino)thiazole-4-carboxylate